C(C1=CC=CC=C1)N1C[C@H]([C@@H]([C@H](C1)C)F)CCO[Si](C1=CC=CC=C1)(C1=CC=CC=C1)C(C)(C)C 2-[(3R,4R,5S)-1-benzyl-4-fluoro-5-methyl-3-piperidyl]ethoxy-tert-butyl-diphenyl-silane